n-butyl 4,4-di-tert-butyl-peroxy-valerate C(C)(C)(C)C(CCC(=O)OOCCCC)(C)C(C)(C)C